C(C)OCCOCCOC=1C=CC(=NC1)C[C@@H]1N(CCN(CCN(CCN(C1)CC(=O)O)CC(=O)O)CC(=O)O)CC(=O)O 2,2',2'',2'''-[(2S)-2-({5-[2-(2-ethoxyethoxy)ethoxy]pyridin-2-yl}methyl)-1,4,7,10-tetraazacyclododecane-1,4,7,10-tetrayl]tetraacetic acid